C(=O)[C@]12C[C@H](N([C@@H]2C1)C(=O)OC(C)(C)C)C(=O)OCC 2-(tert-butyl) 3-ethyl (1R,3S,5S)-5-formyl-2-azabicyclo[3.1.0]hexane-2,3-dicarboxylate